COC1=CC=C(C=C1)CN1C(C(CCC1=O)N1C(N(C2=C1C=CC=C2[C@H]2CC(N(CC2)C(=O)OC(C)(C)C)(C)C)C)=O)=O Tert-butyl (4R)-4-[1-[1-[(4-methoxyphenyl)methyl]-2,6-dioxo-3-piperidyl]-3-methyl-2-oxo-benzimidazol-4-yl]-2,2-dimethyl-piperidine-1-carboxylate